C(C1=CC=CC=C1)N1N=CC(=C1)C(=O)N1CC2(CN(C2)C(=O)NC2CC2)[C@@H](C1)C(=O)N[C@H](C(=O)NC)[C@@H](C)OCC1CCCCC1 (S)-6-(1-benzyl-1H-pyrazole-4-carbonyl)-N8-((2S,3r)-3-(cyclohexylmethoxy)-1-(methylamino)-1-oxobutan-2-yl)-N2-cyclopropyl-2,6-diazaspiro[3.4]Octane-2,8-dicarboxamide